NC1=CC=C(N=N1)C1CCN(CC1)C(=O)C1=NC=C(C(=C1)OC)OC1=CC=C(C=C1)OC(C)C [4-(6-Amino-pyridazin-3-yl)-piperidin-1-yl]-[5-(4-isopropoxy-phenoxy)-4-methoxy-pyridin-2-yl]-methanon